(S)-6-((2-(furan-3-yl)ethyl)amino)-5-(3-(furan-3-yl)propanamido)-6-oxohexan-1-aminium acetate C(C)(=O)[O-].O1C=C(C=C1)CCNC([C@H](CCCC[NH3+])NC(CCC1=COC=C1)=O)=O